BrC1=CC2=C(N=C(S2)N[C@@H]2C[C@H](CC2)NC2=CC=C(C=N2)N2C(C=CC=C2)=O)C=C1 6'-(((1S,3S)-3-((6-Bromobenzo[d]thiazol-2-yl)amino)cyclopentyl)amino)-2H-[1,3'-bipyridin]-2-one